C1(CCC1)OC1=CC=2N(C=C1C(=O)NC=1C(N(C=CC1)C1CC1)=O)C=C(N2)[C@@]21CO[C@@](CC2)(C1)C 7-Cyclobutoxy-N-(1-cyclopropyl-2-oxo-1,2-dihydropyridin-3-yl)-2-((1S,4R)-1-methyl-2-oxabicyclo[2.2.1]Hept-4-yl)imidazo[1,2-a]Pyridine-6-carboxamide